FC1=CC=C(C=C1)C(C(=O)NC1=NC=CC(=C1)C1=C(C=2C(N(C=CC2N1)C)=O)C1=COC=C1)C 2-(4-Fluorophenyl)-N-{4-[3-(3-furyl)-5-methyl-4-oxo-4,5-dihydro-1H-pyrrolo[3,2-c]pyridin-2-yl]pyridin-2-yl}propanamid